(2R)-2-aminocaprylate N[C@@H](C(=O)[O-])CCCCCC